Ethyl 1-ethyl-4-oxo-8-[[2-[2-oxo-3-(3-oxo-4H-pyrazino[2,3-b][1,4]oxazin-6-yl)-1,3-oxazolidin-5-yl] ethylamino] methyl]-8,9-dihydro-7H-cyclopenta[h]quinoline-3-carboxylate C(C)N1C=C(C(C2=CC=C3C(=C12)CC(C3)CNCCC3CN(C(O3)=O)C3=NC1=C(OCC(N1)=O)N=C3)=O)C(=O)OCC